ClC(=C(F)Cl)F 1,2-DICHLORo-1,2-DIFLUORoETHYLEN